5-chloro-1'-[2-({1-[(cis)-3-hydroxycyclobutyl]-1H-indazol-5-yl}oxy)ethyl]-1,2-dihydrospiro[indole-3,4'-piperidin]-2-one ClC=1C=C2C(=CC1)NC(C21CCN(CC1)CCOC=1C=C2C=NN(C2=CC1)[C@@H]1C[C@@H](C1)O)=O